3-carbonyl-5-(2-(2-methyl-4-nitro-1H-imidazol-1-yl)ethoxy)thiophene C(=O)=C1CSC(=C1)OCCN1C(=NC(=C1)[N+](=O)[O-])C